C(C)(C)(C)C=1C=C(CN2C(N(C(N(C2=O)CC2=CC(=C(C(=C2)C(C)(C)C)O)C(C)(C)C)=O)CC2=CC(=C(C(=C2)C(C)(C)C)O)C(C)(C)C)=O)C=C(C1O)C(C)(C)C 1,3,5-tris(3',5'-di-tert-butyl-4'-hydroxybenzyl)-S-triazine-2,4,6(1h,3h,5h)-trione